4-tetrahydronaphthalen-2-yl-thiophene-3-carboxylic acid C1C(CCC2=CC=CC=C12)C=1C(=CSC1)C(=O)O